[K+].[O-2].[Fe+2] iron oxide, potassium salt